4-cyclohexyl-2-[(2S,6R)-2-(1-cyclopropylpyrazol-4-yl)-6-methyl-morpholin-4-yl]-7H-pyrimido[4,5-d]pyridazin-8-one C1(CCCCC1)C1=NC(=NC=2C(NN=CC21)=O)N2C[C@@H](O[C@@H](C2)C)C=2C=NN(C2)C2CC2